(S)-1-[3-(2-{[4-chloro-3-(4-cyano-6-trifluoromethyl-pyridin-3-yl)-benzoyl]-methyl-amino}-phenoxy)-propyl]-pyrrolidine-2-carboxylic acid ClC1=C(C=C(C(=O)N(C2=C(OCCCN3[C@@H](CCC3)C(=O)O)C=CC=C2)C)C=C1)C=1C=NC(=CC1C#N)C(F)(F)F